1-[[4-[5-(trifluoromethyl)-1,2,4-oxadiazol-3-yl]phenoxy]methyl]-1H-pyrazole-4-carboxylic acid ethyl ester C(C)OC(=O)C=1C=NN(C1)COC1=CC=C(C=C1)C1=NOC(=N1)C(F)(F)F